N-(4-(1H-imidazol-2-yl)phenyl)-2-(3-(2,6-dioxopiperidin-3-yl)-1H-indazol-1-yl)-acetamide N1C(=NC=C1)C1=CC=C(C=C1)NC(CN1N=C(C2=CC=CC=C12)C1C(NC(CC1)=O)=O)=O